9-amino-4-(4-methyl-1,4-diazepan-1-yl)-11-thia-1,3,5-triazatetracyclo[8.7.0.02,7.012,17]heptadeca-2(7),3,5,9,12,14,16-heptaen-8-one NC=1C(C=2C=NC(=NC2N2C3=CC=CC=C3SC12)N1CCN(CCC1)C)=O